6-(2-Methyl-2H-indazol-5-yl)-2-(6-methyl-1,2,3,6-tetrahydropyridin-4-yl)-1,3-benzothiazol CN1N=C2C=CC(=CC2=C1)C1=CC2=C(N=C(S2)C=2CCNC(C2)C)C=C1